C(C)OC(CC1CC=C(CC1)C1=CC(=NC=C1)C)=O 2-(4-(2-methylpyridin-4-yl)cyclohex-3-en-1-yl)acetic acid ethyl ester